5-chloro-3-methoxy-3-ethyl-1,8-dimethyl-pyrrolo[2,3-g]phthalazin-2-one ClC1=NN=C(C=2C=C3C(=CC12)C(C(N3C)=O)(CC)OC)C